(2R,3R,4S,5R)-2-(6-amino-9H-purin-9-yl)-5-((((1R,3S)-3-(2-(5-(tert-butyl)-1H-benzo[d]imidazol-2-yl)ethyl)cyclobutyl)(isopropyl)amino)methyl)tetrahydrofuran-3,4-diol CC(C)N(C[C@@H]1[C@H]([C@H]([C@@H](O1)N2C=NC3=C(N=CN=C32)N)O)O)C4CC(C4)CCC5=NC6=C(N5)C=C(C=C6)C(C)(C)C